(S)-N-((S)-3-oxo-1-((S)-2-oxopyrrolidin-3-yl)-4-(trifluoromethoxy)butan-2-yl)-5-azaspiro[2.4]heptane-6-carboxamide hydrochloride Cl.O=C([C@H](C[C@H]1C(NCC1)=O)NC(=O)[C@H]1NCC2(CC2)C1)COC(F)(F)F